(S)-N-(5-Chloro-4-methylthiazol-2-yl)-2-((S)-3,3-difluorocyclopentyl)-2-(4-(2-methyl-2H-tetrazol-5-yl)phenyl)acetamide ClC1=C(N=C(S1)NC([C@H](C1=CC=C(C=C1)C=1N=NN(N1)C)[C@@H]1CC(CC1)(F)F)=O)C